C(CCCCCCCCCCC)N(C([O-])=O)CCCCCCCCCCCC N,N-didodecylcarbamate